ClC1=CC=C(C=C1)N1N=CC(=N1)C12CC(C1)(C2)NC(=O)C2=NC(=NS2)C2(CC2)S(=O)(=O)C [3-[2-(4-chlorophenyl)triazol-4-yl]-1-bicyclo[1.1.1]pentanyl]-3-(1-methylsulfonylcyclopropyl)-1,2,4-thiadiazole-5-carboxamide